IC1=C(C=CC(=C1C(=O)N)I)C(=O)N (E)-2,4-diiodo-1,3-benzenedicarboxamide